ClC=1C(=CC(=C(C(=O)NS(=O)(=O)N2[C@H]3[C@H](CC2)CCC3)C1)F)OCC1CCCC1 5-chloro-4-(cyclopentylmethoxy)-2-fluoro-N-(((3aS,6aR)-hexahydro-cyclopenta[b]pyrrol-1(2H)-yl)sulfonyl)benzamide